REl-Tert-butyl 4-(5-(1-(2,6-dioxopiperidin-3-yl)-3-methyl-2-oxo-2,3-dihydro-1H-benzo[d]imidazol-5-yl)pyrimidin-2-yl)-5,6-dihydropyridine-1(2H)-carboxylate O=C1NC(CC[C@H]1N1C(N(C2=C1C=CC(=C2)C=2C=NC(=NC2)C2=CCN(CC2)C(=O)OC(C)(C)C)C)=O)=O |o1:6|